C(=O)O.C(C1=CC=CC=C1)OCCC1=C(C(=NC(=C1)C)C(=O)NCC(=O)O)O (4-(2-(benzyloxy)ethyl)-3-hydroxy-6-methylpicolinoyl)glycine (Formate)